COC1=NN(C(=C1)C)C1=NC(=CC=C1C(C)=O)N1C=NC2=C1C=CC(=C2)NC=2N=NC(=CC2)C 1-[2-(3-methoxy-5-methyl-pyrazol-1-yl)-6-[5-[(6-methylpyridazin-3-yl)amino]benzimidazol-1-yl]-3-pyridyl]ethanone